NC1=CC=CC(=N1)S(=O)(=O)NC(=O)C=1C(=NC(=CC1)C1=CC(=NC=C1F)OC)OC1=C(C=C(C=C1C)C)C N-[(6-Amino-2-pyridyl)sulfonyl]-6-(5-fluoro-2-methoxy-4-pyridyl)-2-(2,4,6-trimethylphenoxy)pyridin-3-carboxamid